4-[6-(2-aminoethyl)pyridin-2-yl]-3-(5-cyclopropyl-2-methylpyrazol-3-yl)oxybenzonitrile NCCC1=CC=CC(=N1)C1=C(C=C(C#N)C=C1)OC=1N(N=C(C1)C1CC1)C